7-(4-bromo-3-(methoxymethyl)phenyl)-6,7-dihydroimidazo[1,2-a]pyrazine BrC1=C(C=C(C=C1)N1C=C2N(CC1)CC=N2)COC